C(C1=CC=CC=C1)O[C@H]1[C@H](C(O[C@@H]1COCC1=CC=CC=C1)O)F (3R,4R,5R)-4-benzyloxy-5-(benzyloxymethyl)-3-fluoro-tetrahydrofuran-2-ol